(2S)-2-(methylamino)butan-1-ol CN[C@H](CO)CC